O1C(=CC=C1)C1=NN2C(N=C(N=C2N)NCCC2=CC=C(C=C2)C2=CC=NC=C2)=N1 2-(furan-2-yl)-N5-(4-(pyridin-4-yl)phenethyl)-[1,2,4]triazolo[1,5-a][1,3,5]triazine-5,7-diamine